CN1N=C(C(=C1)C1=CC=C(N=N1)NCC1CC12CCN(CC2)CC(CCC)C)C 6-(1,3-dimethylpyrazol-4-yl)-N-[[6-(2-methylpentyl)-6-azaspiro[2.5]octan-2-yl]methyl]pyridazin-3-amine